((3aR,7aR)-octahydro-6H-pyrrolo[2,3-c]pyridin-6-yl)methanone hydrochloride Cl.N1CC[C@H]2[C@@H]1CN(CC2)C=O